phytol isostearate C(CCCCCCCCCCCCCCC(C)C)(=O)OC/C=C(/CCC[C@@H](CCC[C@@H](CCCC(C)C)C)C)\C